O.Br.N[C@@]1(C(NC(CC1)=O)=O)C (S)-3-amino-3-methylpiperidine-2,6-dione hydrobromide monohydrate